1-(4-bromo-3,5-difluorophenyl)-4-(dimethoxymethyl)piperidine BrC1=C(C=C(C=C1F)N1CCC(CC1)C(OC)OC)F